ethyl 4-((R)-3-(4-hydroxypiperidin-1-yl)-1-((S)-7-(1-methylcyclopropyl)-5,6,7,8-tetrahydroacridine-2-carboxamido)propyl)benzoate OC1CCN(CC1)CC[C@@H](NC(=O)C1=CC2=CC=3C[C@H](CCC3N=C2C=C1)C1(CC1)C)C1=CC=C(C(=O)OCC)C=C1